3-(pyrrolidin-1-yl)propan-1-ol N1(CCCC1)CCCO